CC=1C=C(C=CC1N1CCOCC1)NC=1C(C(C1NCC1=NC=CC=C1)=O)=O 3-((3-methyl-4-morpholinophenyl)amino)-4-((pyridin-2-ylmethyl)amino)cyclobut-3-ene-1,2-dione